NC1=NC=CC=C1C1=NC=2C(=NC(=CC2)N2N=CC(=N2)C)N1C1=CC=C(C=C1)CO (4-(2-(2-Aminopyridin-3-yl)-5-(4-methyl-2H-1,2,3-triazol-2-yl)-3H-imidazo[4,5-b]pyridin-3-yl)phenyl)methanol